C(C)N(CCSC1=NC=2N(CN1)N=CC2)CC (2-(diethylamino)ethylthio)-3H-pyrazolo[1,5-a][1,3,5]Triazine